NC1=CC=C(C(=O)O)C=C1 4-(Amino)benzoic acid